2-[[(2S)-2-[[(2S,3S)-2-(9H-fluoren-9-ylmethoxycarbonylamino)-3-methylpentanoyl]-methylamino]-4-Methylpentanoyl] Amino]-2-Methylpropanoate C1=CC=CC=2C3=CC=CC=C3C(C12)COC(=O)N[C@H](C(=O)N([C@H](C(=O)NC(C(=O)[O-])(C)C)CC(C)C)C)[C@H](CC)C